FC=1C(=CC(=NC1)NC(OC(C)(C)C)=O)CO tert-butyl N-[5-fluoro-4-(hydroxymethyl)-2-pyridyl]carbamate